5-(3',5'-dihydroxyphenyl)-γ-valerolactone OC=1C=C(C=C(C1)O)CC1CCC(=O)O1